2-(2,2,2-trifluoroethoxy)ethyl-(propionitrile) FC(COCCC(C#N)C)(F)F